C1(CC1)C1=C(C(=NO1)C1=C(C=C(C=C1Cl)F)Cl)C1=CC2(C1)CCN(CC2)C=2SC1=C(N2)C(=CC(=C1)C(=O)O)F 2-(2-(5-cyclopropyl-3-(2,6-dichloro-4-fluorophenyl)isoxazol-4-yl)-7-azaspiro[3.5]non-1-en-7-yl)-4-fluorobenzo[d]thiazole-6-carboxylic acid